6-phenyl-imidazopyridine C1(=CC=CC=C1)C=1C=NC2=C(C1)NC=N2